(R)-14-((Benzyloxy)carbonyl)-3,15-dioxo-1-phenyl-14-undecyl-2,19,22,25,28,31,34,37,40,43,46,49,52,55,58,61,64,67,70,73,76,79,82,85,88-pentacosaoxa-16-azahennonacont-11-en-91-oic acid C(C1=CC=CC=C1)OC(=O)[C@](CC=CCCCCCCCC(OCC1=CC=CC=C1)=O)(C(NCCOCCOCCOCCOCCOCCOCCOCCOCCOCCOCCOCCOCCOCCOCCOCCOCCOCCOCCOCCOCCOCCOCCOCCOCCC(=O)O)=O)CCCCCCCCCCC